N1C[C@@H](CC1)CN1C=CC2=NC(=C(C=C21)C2=CC=C(C=C2)C#N)C2=CC=C(C=C2)OC 4-{1-[((3R)-pyrrolidin-3-yl)methyl]-5-(4-methoxyphenyl)pyrrolo[3,2-b]pyridin-6-yl}benzenecarbonitrile